C1(CC1)NC(=O)C1=NC(=C(C=C1)N1[C@@H]2CC[C@@H]2N(CC1)CC=1C=NC=2C=C(C(NC2C1)=O)CC)F cis-N-cyclopropyl-5-(5-((7-ethyl-6-oxo-5,6-dihydro-1,5-naphthyridin-3-yl)methyl)-2,5-diazabicyclo[4.2.0]oct-2-yl)-6-fluoropyridineamide